NC1=C(C=C(C=N1)C#CC=1C(=CC(=C(C(=O)NC2=CC(=CC(=C2)C(F)(F)F)N2C=NC(=C2)C)C1)F)C)Cl 5-((6-amino-5-chloropyridin-3-yl)ethynyl)-2-fluoro-4-methyl-N-(3-(4-methyl-1H-imidazol-1-yl)-5-(trifluoromethyl)phenyl)benzamide